(S)-quinuclidin-3-yl (7-(2-ethoxyphenyl)-3,3-dimethylchroman-4-yl)carbamate C(C)OC1=C(C=CC=C1)C1=CC=C2C(C(COC2=C1)(C)C)NC(O[C@@H]1CN2CCC1CC2)=O